N1C=N[SiH]=C1 1,3,4-diazasilole